FC1=C(C=C(C=C1)C(C)NC(=O)C=1C=NC2=C([N+](=C(C=C2C1N1CCN[C@H](CC1)C)C)[O-])C1CC1)OC 3-[N-(S)-1-(4-fluoro-3-methoxyphenyl)ethylcarbamoyl]-4-[(S)-5-methyl-1,4-diazepan-1-yl]-8-cyclopropyl-6-methyl-1,7-diaza-7-naphthalenium-7-olate